ClC1=CC(=C(C=N1)S(=O)(=O)N1CCC(CC1)(C(=O)N[C@H](C)\C=C/S(=O)(=O)C)F)C1=C(C=CC=C1)Cl (R,Z)-1-((6-chloro-4-(2-chlorophenyl)pyridin-3-yl)sulfonyl)-4-fluoro-N-(4-(methylsulfonyl)but-3-en-2-yl)piperidine-4-carboxamide